(3R)-1-(7-(8-ethynyl-3-(methoxymethoxy)naphthalen-1-yl)-6,8-difluoro-2-(((2R,7aS)-2-fluorotetrahydro-1H-pyrrolizin-7a(5H)-yl)methoxy)quinazolin-4-yl)-3-methylpiperidin-3-ol C(#C)C=1C=CC=C2C=C(C=C(C12)C1=C(C=C2C(=NC(=NC2=C1F)OC[C@]12CCCN2C[C@@H](C1)F)N1C[C@@](CCC1)(O)C)F)OCOC